BrC1=CC(=CC2=C1N(C=N2)CC(CN(C(OC(C)(C)C)=O)CC2CC2)O[Si](C)(C)C(C)(C)C)F tert-butyl N-[3-(7-bromo-5-fluoro-benzimidazol-1-yl)-2-[tert-butyl(dimethyl)silyl]oxy-propyl]-N-(cyclopropylmethyl)carbamate